6-bromo-1-methyl-2,3-dihydro-1H-indene-2-carboxylic acid BrC1=CC=C2CC(C(C2=C1)C)C(=O)O